Cl.OC(C)C=1C=CC(=NC1)CCOC1=CC=C(C=C1)CC1C(NC(S1)=O)=O 5-[[4-[2-[5-(1-hydroxyethyl)-2-pyridinyl]ethoxy]phenyl]methyl]-2,4-thiazolidine-dione hydrochloride